OC1=C(OC2=CC=C(C=C2C1=O)OC)C1=C(C(=CC=C1)OC)OC 3-hydroxy-6,2',3'-trimethoxyflavone